CC(=CC#N)CCC1=CC=CC=C1 3-methyl-5-phenylpentan-2-enenitrile